NC1=CC=C(C=N1)N1CCN(CC1)C=1C=CC(=NC1)CO (5-(4-(6-aminopyridin-3-yl)piperazin-1-yl)pyridin-2-yl)methanol